C(C)(C)(C)OC(=O)N1CC(CCC1)C1=CN(C(C=C1)=O)CC1=CC=CC=C1 3-(1-benzyl-6-oxo-1,6-dihydropyridin-3-yl)piperidine-1-carboxylic acid tert-butyl ester